The molecule is a 2-hydroxy fatty acid anion that is the conjugate base of 2-hydroxymyristic acid, obtained by deprotonation of the carboxy group; major species at pH 7.3. It is a long-chain fatty acid anion and a 2-hydroxy fatty acid anion 14:0. It derives from a tetradecanoate. It is a conjugate base of a 2-hydroxymyristic acid. CCCCCCCCCCCCC(C(=O)[O-])O